CN(CCN1C2=CC=CC=C2SC(C(C1=O)OC(C)=O)C1=CC=C(C=C1)OC)C (+)-acetic acid [2-(2-dimethylaminoethyl)-5-(4-methoxyphenyl)-3-oxo-6-thia-2-azabicyclo[5.4.0]undec-7,9,11-trien-4-yl] ester